ClC1=C(OCC=2C=C(C=CC2)C=C2CN(C2)CC2=NC3=C(N2C[C@H]2OCC2)C=C(C=C3)C(=O)O)C=CC(=C1)Cl 2-{[3-({3-[(2,4-dichlorophenoxy)methyl]phenyl}methylidene)-azetidin-1-yl]methyl}-1-{[(2S)-oxetan-2-yl]methyl}-1H-1,3-benzodiazole-6-carboxylic acid